N,N-dimethylanilinium tetra(2,3,4,6-tetrafluorophenyl)borate FC1=C(C(=CC(=C1F)F)F)[B-](C1=C(C(=C(C=C1F)F)F)F)(C1=C(C(=C(C=C1F)F)F)F)C1=C(C(=C(C=C1F)F)F)F.C[NH+](C1=CC=CC=C1)C